NC=1C(=NC=C(C1)S(=O)(=O)C1=CC=C(C=C1)OC(F)(F)F)C1=NN=C(O1)CO {5-[3-amino-5-(4-trifluoromethoxy-benzenesulfonyl)-pyridin-2-yl]-[1,3,4]Oxadiazol-2-yl}-methanol